C1=CC=CC=2C3=CC=CC=C3C(C12)COC(=O)C(CCC[C@H](N)C(=O)O)N epsilon-[(9H-fluoren-9-ylmethoxy)carbonyl]-L-lysine